CCCCCCCCCCCCCCCCCCCCC[C@@H](CC(=O)SCCNC(=O)CCNC(=O)[C@@H](C(C)(C)COP(=O)(O)OP(=O)(O)OC[C@@H]1[C@H]([C@H]([C@@H](O1)N2C=NC3=C(N=CN=C32)N)O)OP(=O)(O)O)O)O The molecule is a 3-hydroxytetracosanoyl-CoA that results from the formal condensation of the thiol group of coenzyme A with the carboxy group of (3S)-3-hydroxytetracosanoic acid. It is a conjugate acid of a (3S)-3-hydroxytetracosanoyl-CoA(4-).